COC=1C=C2C(=CC(=NC2=CC1)NC1=CC=C(C=C1)C(F)(F)F)C(F)(F)F 6-methoxy-N-(4-trifluoromethylphenyl)-4-trifluoromethylquinolin-2-amine